C(CCC)O[Zr](OCCCC)OCCCC tri(normal butoxy)zirconium